FC=1C(=NC=CC1)C1(CCC1)CNC1=NC=C(C=N1)C=1SC(=CN1)CC(=O)N 2-{2-[2-({[(3-fluoro-2-pyridyl)cyclobutyl]methyl}amino)pyrimidin-5-yl]-1,3-thiazol-5-yl}acetamide